2-(tert-butyl)thiazole-5-carboxylic acid C(C)(C)(C)C=1SC(=CN1)C(=O)O